N-[(1R,3S)-3-aminocyclohexyl]-4-methoxy-benzamide N[C@@H]1C[C@@H](CCC1)NC(C1=CC=C(C=C1)OC)=O